Methyl (S)-((6-(2,2'-dichloro-3'-(4-oxo-3-((((5-oxopyrrolidin-2-yl)methyl)amino)methyl)-4H-pyrido[1,2-a]pyrimidin-8-yl)-[1,1'-biphenyl]-3-yl)-2-methoxypyridin-3-yl)methyl)glycinate ClC1=C(C=CC=C1C1=CC=C(C(=N1)OC)CNCC(=O)OC)C1=C(C(=CC=C1)C1=CC=2N(C(C(=CN2)CNC[C@H]2NC(CC2)=O)=O)C=C1)Cl